N1(CCC1)C(C([C@H](C[C@H]1C(NCCC1)=O)NC(OC(C)(C)C)=O)O)=O tert-butyl ((2S)-4-(azetidin-1-yl)-3-hydroxy-4-oxo-1-((S)-2-oxopiperidin-3-yl)butan-2-yl)carbamate